(E)-9-(4-(2-(4-bromophenyl)-1,2-diphenylvinyl)phenyl)-9H-carbazole BrC1=CC=C(C=C1)/C(=C(\C1=CC=CC=C1)/C1=CC=C(C=C1)N1C2=CC=CC=C2C=2C=CC=CC12)/C1=CC=CC=C1